N-[4-methyl-3-[[3-(9H-purin-6-yl)-2-pyridyl]amino]phenyl]-3-(4-methylpyrazol-1-yl)-5-(trifluoro-methyl)benzamide CC1=C(C=C(C=C1)NC(C1=CC(=CC(=C1)C(F)(F)F)N1N=CC(=C1)C)=O)NC1=NC=CC=C1C1=C2N=CNC2=NC=N1